7-Hydroxy-4-methylcoumarincarbonyl chloride OC1=CC=C2C(=C(C(OC2=C1)=O)C(=O)Cl)C